6-fluoro-4-(4-fluorophenyl)-N-(1-(methylsulfonyl)pyrroliDin-3-yl)-3,4-dihydroquinoxaline-1(2H)-carboxamide FC=1C=C2N(CCN(C2=CC1)C(=O)NC1CN(CC1)S(=O)(=O)C)C1=CC=C(C=C1)F